6-(2,6-dichlorophenyl)-2-((6-(indolizin-2-yloxy)pyridin-3-yl)amino)-8-methylpyrido[2,3-d]pyrimidin-7(8H)-one ClC1=C(C(=CC=C1)Cl)C1=CC2=C(N=C(N=C2)NC=2C=NC(=CC2)OC=2C=C3C=CC=CN3C2)N(C1=O)C